1-[(2R,6S)-6-[[bis(4-methoxyphenyl)-phenyl-methoxy]methyl]-6-(hydroxymethyl)-4-isopropyl-morpholin-2-yl]-5-methyl-pyrimidine-2,4-dione COC1=CC=C(C=C1)C(OC[C@@]1(O[C@H](CN(C1)C(C)C)N1C(NC(C(=C1)C)=O)=O)CO)(C1=CC=CC=C1)C1=CC=C(C=C1)OC